CSC1=NN=CS1 5-(methylthio)-1,3,4-thiadiazol